propannitrile C(CC)#N